C(C1=CC=CC=C1)S(=O)(=O)OC1=CC=C(C=C1)NC(=O)NC1=CC=C(C=C1)OS(=O)(=O)CC N-[4-(benzylsulfonyloxy)phenyl]-N'-[4-(ethanesulfonyloxy)phenyl]urea